C(C)(C)(C)OC(=O)N1[C@@H](C[C@@H](C1)C)C(=O)O (2S,4S)-1-(tertbutoxycarbonyl)-4-methylpyrrolidine-2-carboxylic acid